C1(=CC=CC=C1)C1=NC(=NC(=N1)C1=CC=CC=C1)C1=C(C=C(C=C1)CCCCCCCCCCCCCCC)O 2-(4,6-Diphenyl-1,3,5-triazin-2-yl)-5-pentadecylphenol